NC(COCCOCCNC(COCCOCCNC(C)=O)=O)=O N-(17-amino-8,17-dioxo-3,6,12,15-tetraoxa-9-azaheptadecyl)acetamide